ethyl 2-(2-(4-chloro-3-fluorobenzoyl) hydrazino)-2-oxoacetate ClC1=C(C=C(C(=O)NNC(C(=O)OCC)=O)C=C1)F